CC1(CC1)C1=CC=C(C=C1)C12CN(CC2C1)C(=O)C1CC2(C1)NC(CC2)=O (rac)-(2r,4s)-2-(1-(4-(1-Methylcyclopropyl)phenyl)-3-azabicyclo[3.1.0]hexan-3-carbonyl)-5-azaspiro[3.4]octan-6-on